6,7-dichloro-5-(2-fluoro-5-methoxy-phenyl)-1,3-dihydro-1,4-benzodiazepine-2-Thione ClC1=C(C=CC2=C1C(=NCC(N2)=S)C2=C(C=CC(=C2)OC)F)Cl